NC=1C(N(C2=NC(=C(C=C2C1C=1C2=CN(N=C2C(=CC1)Cl)C1OCCCC1)O)C)COCC[Si](C)(C)C)=O 3-amino-4-[7-chloro-2-(oxan-2-yl)indazol-4-yl]-6-hydroxy-7-methyl-1-(2-trimethylsilylethoxymethyl)-1,8-naphthyridin-2-one